(S)-11-amino-3-cyclopropyl-7-(1,3-difluoropropan-2-yl)-4,5,6,7-tetrahydroisoxazolo[4'',3'':6',7']cyclohepta[1',2':4,5]pyrrolo[2,3-d]pyrimidin-4-ol NC=1C2=C(N=CN1)N(C1=C2C=2C([C@H](CC1)O)=C(ON2)C2CC2)C(CF)CF